N-(2-((3,5-difluoro-4-(trimethylsilyl)phenyl)amino)-2-oxo-1-(tetrahydro-2H-pyran-4-yl)ethyl)-3-hydroxy-1,2-oxazole-5-carboxamide FC=1C=C(C=C(C1[Si](C)(C)C)F)NC(C(C1CCOCC1)NC(=O)C1=CC(=NO1)O)=O